CC=1N=C(NC1C)C1=NC=CC(=C1)C=1C=NC=C(C1)C(=O)NCCOC 2'-(4,5-Dimethyl-1H-imidazol-2-yl)-N-(2-methoxyethyl)-3,4'-bipyridin-5-carboxamid